C(C)(C)C(NC(CCCNC(CCC(CCC(CCC(CCC(C)=O)=O)=O)=O)=O)=O)C(NC(C)CCCNC(=O)N)=O 21-isopropyl-14,19,22-trioxo-24-(3-ureidopropyl)-2,5,8,11-tetraoxo-15,20,23-triazapentacosan